3,5-bis(2,4-difluorobenzylidene)-4-piperidone FC1=C(C=C2CNCC(C2=O)=CC2=C(C=C(C=C2)F)F)C=CC(=C1)F